C(C)(=O)OCC=1OC2=C(C=CC(=C2C(C1C(C)=O)=O)OC)C=1C=CC=C2C(C(=C(OC12)COC(C)=O)C(C)=O)=O (3,3'-Diacetyl-5-methoxy-4,4'-dioxo-4H,4'H-[8,8'-bichromene]-2,2'-diyl)bis(methylene) Diacetate